(5-fluorobenzofuran-4-yl)methanol FC=1C=CC2=C(C=CO2)C1CO